(S)-3-((((9H-Fluoren-9-yl)methoxy)carbonyl)amino)-4-(allyloxy)-4-oxobutanoic acid C1=CC=CC=2C3=CC=CC=C3C(C12)COC(=O)N[C@@H](CC(=O)O)C(=O)OCC=C